C(C)C(C(=O)[O-])CCCC.C(C)C(C(=O)[O-])CCCC.[Zr+2] zirconium bis(ethylhexanoate)